acetate monohydrate O.C(C)(=O)O